N-(3-chloro-4-fluorophenyl)-4-(5-hydroxy-5-(1-methyl-1H-pyrazol-4-yl)octahydropentalen-2-yl)-1-methyl-1H-imidazole-5-carboxamide ClC=1C=C(C=CC1F)NC(=O)C1=C(N=CN1C)C1CC2CC(CC2C1)(C=1C=NN(C1)C)O